BrC=1C=C(C=CC1I)C1=C(C=CC=C1)C1CC1 3'-bromo-2-cyclopropyl-4'-iodo-1,1'-biphenyl